FC1(OC2=C(O1)C=C(C(=C2)C(=O)NC2=CC(=C(C=C2)F)C(F)(F)F)NC(C2=C(C=CC(=C2)C2=NOC(C2)C(C)(C)O)OC)=O)F 2,2-difluoro-N-(4-fluoro-3-(trifluoromethyl)phenyl)-6-(5-(5-(2-hydroxypropan-2-yl)-4,5-dihydroisoxazol-3-yl)-2-methoxybenzamido)benzo[d][1,3]dioxole-5-carboxamide